(S)-(4-(4-chloropyrazolo[1,5-a]pyridin-2-yl)-6,7-dihydro-1H-imidazo[4,5-c]pyridin-5(4H)-yl)(5-(1-methyl-1H-pyrazol-4-yl)-1,3,4-oxadiazol-2-yl)methanone ClC=1C=2N(C=CC1)N=C(C2)[C@H]2N(CCC1=C2N=CN1)C(=O)C=1OC(=NN1)C=1C=NN(C1)C